NCCCCCCCCN 1,8-diamino-octane